FC1=CC=C(C=C1)N(C(OC1=C(C=C(C=C1C(F)(F)F)C(F)(F)F)N1C(NC(C1O)O)=O)=O)C 2-(4,5-dihydroxy-2-oxoimidazolidin-1-yl)-4,6-bis(trifluoromethyl)phenyl N-(4-fluorophenyl)-N-methylcarbamate